CC1(C=2C=CC(=CC2C(CC1)(C)C)C(=O)NC1=CC=C(C(=O)O)C=C1)C 4-[[(5,6,7,8-tetrahydro-5,5,8,8-tetramethyl-2-naphthyl)carbonyl]amino]-benzoic acid